O[C@@H](C(=O)NCCC(NCCSC(C[C@@H](C)O)=O)=O)C(CO)(C)C (2R)-2,4-dihydroxy-N-{2-[(2-{[(3R)-3-hydroxybutanoyl]sulfanyl}ethyl)carbamoyl]ethyl}-3,3-dimethylbutanamide